FC=1C=C2C(=NC=NC2=CC1OC)N1CCC2(CCN(C2)[SH2](=O)C=N)CC1 [8-(6-fluoro-7-methoxyquinazolin-4-yl)-2,8-diazaspiro[4.5]decan-2-yl](imino)methyl-λ6-sulfanone